C(C)OS(=O)(=O)OCC.CN(C)CCC=C(C(=O)O)C N,N-dimethylaminoethylmethacrylic acid diethyl-sulfate